C(#C)C=1C=C(C=CC1)NC(CCCCCCC(=O)NO)=O N1-(3-Ethynylphenyl)-N8-hydroxyoctanediamide